C(CCC)=C1OC(=O)C2=CC=CC=C12 Butylidenephthalide